4-bromo-3-chloro-2-methylpyridine BrC1=C(C(=NC=C1)C)Cl